BrCC1=CC(=C2CCNC(C2=C1)=O)C=1C(=NN(C1)C)C(F)(F)F 7-(bromomethyl)-5-(1-methyl-3-(trifluoromethyl)-1H-pyrazol-4-yl)-3,4-dihydroisoquinolin-1(2H)-one